BrC=1C=C(C=CC1)C1(CC(C1)C)C(=O)N 1-(3-bromophenyl)-3-methyl-cyclobutanecarboxamide